Methyl (S)-5-chloro-2-(2-((methoxycarbonyl)amino)-3,3-dimethylbutanamido)benzoate ClC=1C=CC(=C(C(=O)OC)C1)NC([C@H](C(C)(C)C)NC(=O)OC)=O